BrC=1C=C(C(=C(C(=O)OC)C1)C)NC(=O)C1CC1 methyl 5-bromo-3-(cyclopropanecarboxamido)-2-methylbenzoate